N-(3-aminophenyl)-N-benzylacetamide NC=1C=C(C=CC1)N(C(C)=O)CC1=CC=CC=C1